COC1=C(C=CC=C1)C1=C(C=CC=C1)OCCN 2-((2'-methoxy-[1,1'-biphenyl]-2-yl)oxy)ethan-1-amine